(1R,2R,3R)-N-[7-chloro-6-[4-((R)-3-methyltetrahydrofuran-3-yl)piperazin-4-ium-1-yl]-3-isoquinolyl]-2-ethyl-3-(1-methylpyrazol-4-yl)cyclopropanecarboxamide ClC1=C(C=C2C=C(N=CC2=C1)NC(=O)[C@@H]1[C@@H]([C@H]1C=1C=NN(C1)C)CC)N1CC[NH+](CC1)[C@]1(COCC1)C